C(C)(C)(C)OC(=O)NCCC1=CC=CC2=C1N(C(=N2)CNC(OCC2=CC=CC=C2)=O)COCC[Si](C)(C)C benzyl [(7-{2-[(tert-butoxycarbonyl)amino]ethyl}-1-{[2-(trimethylsilyl)ethoxy]methyl}-1H-benzimidazol-2-yl)methyl]carbamate